(S)-1-(3-(8-amino-1-((2,6-dimethoxypyridin-4-yl)ethynyl)-5-(methoxymethyl)imidazo[1,5-a]pyrazin-3-yl)pyrrolidin-1-yl)prop-2-en-1-one NC=1C=2N(C(=CN1)COC)C(=NC2C#CC2=CC(=NC(=C2)OC)OC)[C@@H]2CN(CC2)C(C=C)=O